3-(2-hydroxyethyl)-3-{[(R)-2-methylpropan-2-sulfinyl]amino}-2-({[(cis)-4-phenylcyclohexyl]oxy}methyl)piperidine-1-carboxylic acid tert-butyl ester C(C)(C)(C)OC(=O)N1C(C(CCC1)(N[S@](=O)C(C)(C)C)CCO)CO[C@@H]1CC[C@@H](CC1)C1=CC=CC=C1